C(C)(C)(C)OC(=O)N1C[C@@H]2COC3=C(CN2CC1)C=C(C(=C3F)C3=C(C=CC=C3OC)Br)F (12aR)-9-(2-bromo-6-methoxyphenyl)-8,10-difluoro-3,4,12,12a-tetrahydro-6H-pyrazino[2,1-c][1,4]benzooxazepine-2(1H)-carboxylic acid tert-butyl ester